NC1=C2N=C(N(C2=NC(=N1)OCCO)CC=1C=C(CP([O-])([O-])=O)C=CC1)Br (3-((6-amino-8-bromo-2-(2-hydroxyethoxy)-9H-purin-9-yl)methyl)benzyl)phosphonate